C(C)N1N=C(C=C1C=1NC(=NN1)C1=C2C=NN(C2=CC(=C1)C(=O)N)C1CC2C(CNC2)C1)C 4-[5-(1-ethyl-3-methyl-1H-pyrazol-5-yl)-4H-1,2,4-triazol-3-yl]-1-(octahydrocyclopenta[c]pyrrol-5-yl)-1H-indazole-6-carboxamide